[N+]12(CCN(CC1)CC2)C2=NC(=C(C1=CC=C(C=C21)OCC2=CC=CC=C2)C2=CC(=NC=C2)C)C2CCOCC2 1-(4-aza-1-azoniabicyclo[2.2.2]octan-1-yl)-7-benzyloxy-4-(2-methyl-4-pyridyl)-3-tetrahydropyran-4-yl-isoquinoline